2-tertiary butyl-p-methylphenol C(C)(C)(C)C1=C(C=CC(=C1)C)O